2,2-bis[4-{4-amino-2-(trifluoromethoxy)phenoxy}phenyl]hexafluoropropane NC1=CC(=C(OC2=CC=C(C=C2)C(C(F)(F)F)(C(F)(F)F)C2=CC=C(C=C2)OC2=C(C=C(C=C2)N)OC(F)(F)F)C=C1)OC(F)(F)F